ClC=1C(=CC=C2C=C(N=CC12)C=1C=CC(=NC1)C(=O)NC)F 5-(8-chloro-7-fluoroisoquinolin-3-yl)-N-methylpyridineamide